2-(1-methyl-1H-pyrazol-4-yl)-4-{(1S,4R)-5-[3-(methylsulfonyl)phenyl]-2,5-diazabicyclo[2.2.1]hept-2-yl}pyrimidine-5-carbonitrile CN1N=CC(=C1)C1=NC=C(C(=N1)N1[C@@H]2CN([C@@H](C1)C2)C2=CC(=CC=C2)S(=O)(=O)C)C#N